N1=CN=CC(=C1)C=1C=C(C=CC1)C1=NC(=NO1)C1N(CCC1)C#N 2-(5-(3-(Pyrimidin-5-yl)phenyl)-1,2,4-oxadiazol-3-yl)pyrrolidine-1-carbonitrile